Fluoro-6'-(5-(5-fluoropyridin-2-yl)-1H-1,2,4-triazol-3-yl)-2',4-dimethyl-3,4'-bipyridine FC1=NC=CC(=C1C1=CC(=NC(=C1)C1=NNC(=N1)C1=NC=C(C=C1)F)C)C